CO[Si](CCCCNC1=CC=CC=C1)(OC)OC N-(4-trimethoxysilylbutyl)aniline